4-((2s,4r)-1-((5-cyclopropyl-7-methyl-1H-indol-4-yl)methyl)-4-(5-azaspiro[2.3]hexan-5-yl)piperidin-2-yl)benzoic acid C1(CC1)C=1C(=C2C=CNC2=C(C1)C)CN1[C@@H](C[C@@H](CC1)N1CC2(CC2)C1)C1=CC=C(C(=O)O)C=C1